ClC1=C(OCC(=O)OCC(C)C)C=CC(=C1)Cl isobutyl 2,4-dichlorophenoxyacetate